OC1C2CCC(C1O)C2 2,3-cis-exo-dihydroxybicyclo[2.2.1]heptan